N-(2,4-dimethylphenyl)-2H-benzopyran-3-carboxamide CC1=C(C=CC(=C1)C)NC(=O)C=1COC2=C(C1)C=CC=C2